2-(2,6-dichlorophenyl)-5-((4-(4-(2,2-difluoroethyl)-4H-1,2,4-triazol-3-yl)phenyl)amino)-2H-1,2,3-triazole-4-carboxamide ClC1=C(C(=CC=C1)Cl)N1N=C(C(=N1)C(=O)N)NC1=CC=C(C=C1)C1=NN=CN1CC(F)F